β-[3-(2H-benzotriazole-2-yl)-4-hydroxy-5-t-butylphenyl]-propionic acid N=1N(N=C2C1C=CC=C2)C=2C=C(C=C(C2O)C(C)(C)C)CCC(=O)O